rel-(R)-(5-(Pyrimidin-5-yl)isochroman-1-yl)methanamine hydrochloride salt Cl.N1=CN=CC(=C1)C1=C2CCO[C@H](C2=CC=C1)CN |o1:12|